C(C)(=O)OCNC([C@H](CC1=CC=CC=C1)NC(=O)OCC1C2=CC=CC=C2C=2C=CC=CC12)=O [(2S)-2-({[(9H-fluoren-9-yl)methoxy]carbonyl}amino)-3-phenylpropanamido]methyl acetate